(S)-4-((3-chloro-2,4-difluorophenyl)(cyclopropyl)carbamoyl)-2-oxoimidazolidine-1-carboxylic acid tert-butyl ester C(C)(C)(C)OC(=O)N1C(N[C@@H](C1)C(N(C1CC1)C1=C(C(=C(C=C1)F)Cl)F)=O)=O